FC(OC1=CC=C(C=C1)N1C=C(N=C2C(NC(N=C12)(N)OCC)=O)C=1C=CC2=C(N(C(=N2)CCN2CCCCC2)C)C1)F 8-(4-(Difluoromethoxy)phenyl)-2-ethoxy-6-(1-methyl-2-(2-(piperidin-1-yl)ethyl)-1H-benzo[d]imidazole-6-yl)pterin